BrC(CC)C1=C(OC2=CC=C(C=C2C1=O)C(=O)N(C)C)N1CCOCC1 (1-bromopropyl)-N,N-dimethyl-2-morpholino-4-oxo-chromene-6-carboxamide